BrC=1C(=C(C(=O)NC)C=C(C1)C)NC(=O)C1(CCCC1)C 3-bromo-N,5-dimethyl-2-(1-methylcyclopentane-1-carboxamido)benzamide